7-cyclopentyl-2-((5-(piperazin-1-yl)pyridin-2-yl)amino)-N-(2-(trifluoromethyl)phenyl)-7H-pyrrolo[2,3-d]pyrimidine-6-carboxamide hydrochloride Cl.C1(CCCC1)N1C(=CC2=C1N=C(N=C2)NC2=NC=C(C=C2)N2CCNCC2)C(=O)NC2=C(C=CC=C2)C(F)(F)F